BrC=1N=C(C=2N(C1C)N=CN2)N2[C@H](CC2)C 6-bromo-5-methyl-8-[(2S)-2-methylazetidin-1-yl]-[1,2,4]triazolo[1,5-a]pyrazine